Methyl 2-(methoxyimino)-3-(2-nitrobenzyl)-4-oxopentanoate CON=C(C(=O)OC)C(C(C)=O)CC1=C(C=CC=C1)[N+](=O)[O-]